diethyl-(3-sulfopropyl)ammonium hydroxide [OH-].C(C)[NH+](CCCS(=O)(=O)O)CC